2-Chlorobenzylisocyanat ClC1=C(CN=C=O)C=CC=C1